C1(=CC=CC2=CC=CC=C12)C(=O)OCCOC(C(=C)C)=O methacryloyloxyethyl naphthoate